C1(=CC=CC=C1)C1=NC(=CC(=N1)C1=C(C(=NC(=C1N1C2=CC=C(C=C2C=2C=C(C=CC12)C)C)N1C2=CC=C(C=C2C=2C=C(C=CC12)C)C)N1C2=CC=C(C=C2C=2C=C(C=CC12)C)C)N1C2=CC=C(C=C2C=2C=C(C=CC12)C)C)C1=CC=CC=C1 9,9',9'',9'''-(4-(2,6-diphenylpyrimidin-4-yl)pyridine-2,3,5,6-tetrayl)tetrakis(3,6-dimethyl-9H-carbazole)